[N+](=O)([O-])C1=CC=CC(=N1)N1CC2(CCN2C(=O)OC(C)(C)C)C1 Tert-Butyl 6-(6-nitropyridin-2-yl)-1,6-diazaspiro[3.3]heptane-1-carboxylate